The molecule is a gamma-amino acid comprising that is GABA in which one of the hydrogens attached to the nitrogen is replaced by a methyl group. It derives from a butyric acid and a gamma-aminobutyric acid. It is a conjugate acid of a 4-(methylamino)butyrate. It is a tautomer of a 4-(methylamino)butyric acid zwitterion. CNCCCC(=O)O